OC1=CC=C2C(=N1)SC(=C2)C(=O)OCC ethyl 6-hydroxythieno[2,3-b]pyridine-2-carboxylate